methyl 6-(2-(tert-butoxy)-1-(16-((6-(methoxycarbonyl)pyridin-2-yl)methyl)-1,4,10,13-tetraoxa-7,16-diazacyclooctadecan-7-yl)-2-oxoethyl)picolinate C(C)(C)(C)OC(C(N1CCOCCOCCN(CCOCCOCC1)CC1=NC(=CC=C1)C(=O)OC)C1=CC=CC(=N1)C(=O)OC)=O